C(C1=CC=CC=C1)OC1=NC(=CC=C1C=1C=NC(=C(C1)F)C1CCNCC1)OCC1=CC=CC=C1 2,6-Bis(benzyloxy)-5'-fluoro-6'-(piperidin-4-yl)-3,3'-bipyridine